(S)-N-(5-(2,2-dimethyl-2,3-dihydro-[1,4]dioxino[2,3-b]pyridin-6-yl)-4-((4-(3-ethoxypiperidin-1-yl)-6-(methylsulfonyl)pyridin-2-yl)amino)pyridin-2-yl)acetamide CC1(OC=2C(=NC(=CC2)C=2C(=CC(=NC2)NC(C)=O)NC2=NC(=CC(=C2)N2C[C@H](CCC2)OCC)S(=O)(=O)C)OC1)C